benzyl 4-(3-(3-((4-((tert-butoxycarbonyl)amino)piperidin-1-yl)sulfonyl)phenoxy)-azetidin-1-yl)piperidine-1-carboxylate C(C)(C)(C)OC(=O)NC1CCN(CC1)S(=O)(=O)C=1C=C(OC2CN(C2)C2CCN(CC2)C(=O)OCC2=CC=CC=C2)C=CC1